FC(C1=C(C=C(C=N1)C1C2=C(N(CC3(CC3)N1)C)C(=CC=C2)F)C)F 5-(6-(difluoromethyl)-5-methylpyridin-3-yl)-9-fluoro-1-methyl-1,2,4,5-tetrahydrospiro[benzo[e][1,4]diazepine-3,1'-cyclopropane]